N-{2-[3-(2-methoxyethoxy)phenyl]-1-methyl-1H-indol-5-yl}-N'-[(pyridin-4-yl)methyl]urea COCCOC=1C=C(C=CC1)C=1N(C2=CC=C(C=C2C1)NC(=O)NCC1=CC=NC=C1)C